(R)-2-amino-2-(4-(1-cyclopropyl-1H-1,2,4-triazol-3-yl)-2-fluorophenyl)-4,4-dimethylpentanoic acid isopropyl ester C(C)(C)OC([C@@](CC(C)(C)C)(C1=C(C=C(C=C1)C1=NN(C=N1)C1CC1)F)N)=O